1-[1-[(dimethylamino)methyl]cyclopropyl]-N-[[3-[4-[[(3S,4R)-3-fluoro-1-methyl-4-piperidyl]amino]-1-(2,2,2-trifluoroethyl)indol-2-yl]-1,2,4-oxadiazol-5-yl]methyl]pyrrole-3-carboxamide CN(C)CC1(CC1)N1C=C(C=C1)C(=O)NCC1=NC(=NO1)C=1N(C2=CC=CC(=C2C1)N[C@H]1[C@H](CN(CC1)C)F)CC(F)(F)F